S=C1NC(C=2NC=NC2N1CC1=C(C=CC=C1)[C@H]1NCC[C@H](C1)C(F)(F)F)=O 2-Thioxo-3-(2-((2S,4R)-4-(trifluoromethyl)piperidin-2-yl)benzyl)-1,2,3,7-tetrahydro-6H-purin-6-one